3-(5-(((3-((3-amino-5-(4-amino-4-methylpiperidin-1-yl)pyrazin-2-yl)thio)-2-chlorophenyl)amino)methyl)-1-oxoisoindoline-2-yl)piperidine-2,6-dione NC=1C(=NC=C(N1)N1CCC(CC1)(C)N)SC=1C(=C(C=CC1)NCC=1C=C2CN(C(C2=CC1)=O)C1C(NC(CC1)=O)=O)Cl